5-(5-chloro-2-methylphenyl)-1,3,3,5,7-pentamethyloctahydrobenzo[c]isoxazole ClC=1C=CC(=C(C1)C1(CC2C(N(OC2(C)C)C)C(C1)C)C)C